12-iodo-4,6,8,10-tetramethyltridecyl heptyloxymethyl ether C(CCCCCC)OCOCCCC(CC(CC(CC(CC(C)I)C)C)C)C